2-amino-5-(2-methoxyphenyl)-1,3,4-thiadiazole NC=1SC(=NN1)C1=C(C=CC=C1)OC